2-butyl-furane C(CCC)C=1OC=CC1